N-(4-methoxy-2-(2-methoxyethoxy)pyrimidin-5-yl)-7-methylquinolin-4-amine COC1=NC(=NC=C1NC1=CC=NC2=CC(=CC=C12)C)OCCOC